NC1(CC2=CC=CC=C2C1)C(C)(C)O 2-(2-amino-2,3-dihydro-1H-inden-2-yl)propan-2-ol